C(C)(=O)C1=NN(C2=CC=C(C=C12)C=1C=NC=2N(C1)N=C(C2)CC)CC(=O)OC(C)(C)C tert-Butyl 2-(3-acetyl-5-(2-ethylpyrazolo[1,5-a]pyrimidin-6-yl)-1H-indazol-1-yl)acetate